The molecule is a nitrone that is the N-oxido derivative of 4-[(tert-butylimino)methyl]phenol. It has a role as a radical scavenger, an antineoplastic agent and a mammalian metabolite. It is a nitrone and a member of phenols. CC(C)(C)N(C=C1C=CC(=O)C=C1)O